N-propoxyethyl-2,6-diethylaniline C(CC)OCCNC1=C(C=CC=C1CC)CC